5-((2,6-dioxopiperidin-3-yl)amino)picolinaldehyde O=C1NC(CCC1NC=1C=CC(=NC1)C=O)=O